N-(1-(3-cyano-6-(2-hydroxy-2-methylpropoxy)pyrazolo[1,5-a]pyridin-4-yl)-1H-pyrazol-4-yl)-2-(6-(4-fluoro-1H-pyrazol-1-yl)pyridin-3-yl)acetamide hydrochloride Cl.C(#N)C=1C=NN2C1C(=CC(=C2)OCC(C)(C)O)N2N=CC(=C2)NC(CC=2C=NC(=CC2)N2N=CC(=C2)F)=O